(5-amino-2-(4-((4-(methylsulfonyl)piperidin-1-yl)methyl)phenyl)-1-((2-(trimethylsilyl)ethoxy)methyl)-1H-pyrrolo[2,3-b]pyridin-4-yl)(tetrahydro-2H-pyran-4-yl)methanone NC=1C(=C2C(=NC1)N(C(=C2)C2=CC=C(C=C2)CN2CCC(CC2)S(=O)(=O)C)COCC[Si](C)(C)C)C(=O)C2CCOCC2